2-(1,4-dioxaspiro[4.5]decan-8-yl)-5-(trifluoromethyl)pyridine O1CCOC12CCC(CC2)C2=NC=C(C=C2)C(F)(F)F